N-[5-(2,6-difluoro-4-methoxyphenyl)-2-[6-(3-hydroxy-3-methylazetidin-1-yl)pyridin-2-yl]-1-methyl-3-oxo-2,3-dihydro-1H-pyrazol-4-yl]-4-(difluoromethoxy)benzamide FC1=C(C(=CC(=C1)OC)F)C1=C(C(N(N1C)C1=NC(=CC=C1)N1CC(C1)(C)O)=O)NC(C1=CC=C(C=C1)OC(F)F)=O